N1(CCCCC1)C(=O)OC(N(C1=C(C=NC=C1Cl)Cl)C(C)(C)C)=O tert-butyl-((3,5-dichloropyridin-4-yl) carbamoyl) piperidine-1-carboxylate